C1(=CC=CC=C1)NC1(CCC1)C#N 1-(Phenylamino)cyclobutane-1-carbonitrile